OC1=CC=C(C=C1)C1(CCOCC1)N1C(N[C@@H](C1)C(F)(F)F)=O (S)-1-(4-(4-hydroxyphenyl)tetrahydro-2H-pyran-4-yl)-4-(trifluoromethyl)-imidazolidin-2-one